NC=1C=C(C=C(C1)C(F)(F)F)[C@@H](C)C1=C2C(=NC(=NC2=CC(=C1OCCO[C@H]1COCC1)OC)C)N ((R)-1-(3-amino-5-(trifluoromethyl)phenyl)ethyl)-7-methoxy-2-methyl-6-(2-(((R)-tetrahydrofuran-3-yl)oxy)ethoxy)quinazolin-4-amine